C(C)(C)(C)OC(C(CCC#N)C=1C=NC2=CC=CC(=C2C1)[N+](=O)[O-])=O.[Si](C)(C)(C(C)(C)C)OCCC1CCN(CC1)C1=CC(=C(C=C1)[N+](=O)[O-])Cl 4-(2-((tert-butyldimethylsilyl)oxy)ethyl)-1-(3-chloro-4-nitrophenyl)piperidine tert-butyl-4-cyano-2-(5-nitroquinolin-3-yl)butanoate